FC1=CC(=CC2=C1N(C=N2)C)OC2=C(C=C(C=C2)NC2=NC=NC1=C2N=C(N=C1)N1CCN([C@H](CC1)C)C(C=C)=O)C (S)-1-(4-(8-((4-((7-fluoro-1-methyl-1H-benzo[d]imidazol-5-yl)oxy)-3-methylphenyl)amino)pyrimido[5,4-d]pyrimidin-2-yl)-7-methyl-1,4-diazepan-1-yl)prop-2-en-1-one